N-(4-(4-chloro-3-cyano-5-iodopyridin-2-yl)-3-methylbenzyl)-5-fluoro-2-methoxybenzamide ClC1=C(C(=NC=C1I)C1=C(C=C(CNC(C2=C(C=CC(=C2)F)OC)=O)C=C1)C)C#N